N1(CCC1)C(=O)C1=NC=C(C=N1)C1=CC=CC=2N1N=CC2C(=O)N2CCCCC2 [7-[2-(azetidine-1-carbonyl)pyrimidin-5-yl]pyrazolo[1,5-a]pyridin-3-yl]-(1-piperidyl)methanone